CN(C=1N(C=C[N+]1COC)C)C 2-dimethylamino-3-methoxymethyl-1-methylimidazolium